4-(5-chloro-3'-cyclopropylmethoxy-3-fluoro-biphenyl-4-yloxy)-butyric acid ClC=1C(=C(C=C(C1)C1=CC(=CC=C1)OCC1CC1)F)OCCCC(=O)O